N=1C=NN2C1C=C(C=C2)OC2=C(C=C(C=C2)NC=2C1=C(N=CN2)C=NC(=C1F)N1CCN(CC1)C(=O)OC(C)(C)C)C tert-butyl 4-(4-((4-([1,2,4]triazolo[1,5-a]pyridin-7-yloxy)-3-methylphenyl)amino)-5-fluoropyrido[3,4-d]pyrimidin-6-yl)piperazine-1-carboxylate